C1(=CC=CC=C1)C1=C2C=3C(NC(C3C(=C1C1=CC=CC=C1)C2=O)=O)=O 5,6-diphenyl-4,7-methano-1H-isoindol-1,3,8(2H)-trion